2-azidooctadecan-1,3,4-triol N(=[N+]=[N-])C(CO)C(C(CCCCCCCCCCCCCC)O)O